(trans)-Methyl 6-(1-((3-(tert-butoxycarbonyl)cyclobutyl)sulfonyl)piperidin-4-yl)-4-(2-chloro-3-fluorophenyl)-2-(thiazol-2-yl)-1,4-dihydropyrimidine-5-carboxylate C(C)(C)(C)OC(=O)[C@@H]1C[C@H](C1)S(=O)(=O)N1CCC(CC1)C1=C(C(N=C(N1)C=1SC=CN1)C1=C(C(=CC=C1)F)Cl)C(=O)OC